5-(2-chlorophenoxy)-3-(((3-fluoropyridin-2-yl)methyl)amino)-7-methyl-4H-benzo[e][1,2,4]thiadiazine 1,1-dioxide ClC1=C(OC2=CC(=CC3=C2NC(=NS3(=O)=O)NCC3=NC=CC=C3F)C)C=CC=C1